copper-iron-cerium-platinum [Pt].[Ce].[Fe].[Cu]